N-((1-benzylcyclobutyl)methyl)-1-methyl-2-oxo-2,3-dihydro-1H-imidazole-4-carboxamide C(C1=CC=CC=C1)C1(CCC1)CNC(=O)C=1NC(N(C1)C)=O